N,N-dimethyl-benzenedicarboxamide CN(C(=O)C=1C(=CC=CC1)C(=O)N)C